ClC=1C=C(C(N(C1C)CC=C)=O)C(=O)OC methyl 5-chloro-6-methyl-2-oxo-1-(prop-2-en-1-yl)-1,2-dihydropyridine-3-carboxylate